NC1=NC=NN2C1=C(N=C2[C@@H]2CN(CC2)C(C=C)=O)C#CC2=CC1=C(N(C=N1)C1CC1)C=C2F (S)-1-(3-(4-Amino-5-((1-cyclopropyl-6-fluoro-1H-benzo[d]imidazol-5-yl)ethynyl)imidazo[5,1-f][1,2,4]triazin-7-yl)pyrrolidin-1-yl)prop-2-en-1-one